BrC1=CC=2[C@@H]3[C@H](NC(C2C=C1)=O)C3 cis-6-bromo-1a,2-dihydro-1H-cyclopropa[c]isoquinolin-3(7bH)-one